ClC1=CC2=C(NC(=N2)CN)C=C1Cl 1-(5,6-dichloro-1H-1,3-benzodiazol-2-yl)methanamine